C(C)(=O)OC[C@H]1OC([C@@H]2OC(O[C@@H]21)(C)C)OC(C)=O [(3aR,4R,6aR)-6-(acetyloxy)-2,2-dimethyl-tetrahydrofuro[3,4-d][1,3]dioxol-4-yl]methyl acetate